C(C)OC(C(F)(F)C1=C(C(=CC=C1)Cl)C)=O 2-(3-chloro-2-methylphenyl)-2,2-difluoroacetic acid ethyl ester